C(C)(C)[C@H]1CO[C@@]23CC(N(C[C@H]3CCC(N21)=O)C(=O)OC(C)(C)C)=O Tert-butyl (3S,7aR,11aR)-3-isopropyl-5,10-dioxo-3,6,7,7a,8,11-hexahydro-2H-oxazolo[2,3-j][1,6]naphthyridine-9-carboxylate